3-[6-chloro-1-methylpyrrolo[3,2-c]pyridin-2-yl]-2-methoxypyridine ClC1=CC2=C(C=N1)C=C(N2C)C=2C(=NC=CC2)OC